C(CCCCCCCC(=O)OC(CCCCCCCC)CCCCCCCC)(=O)OCCC1CCN(CC1)CCSSCCN1CCC(CC1)CCOC(CCCCCCC\C=C/CCCCCCC)=O (Z)-1-(2-(1-(2-((2-(4-(2-(heptadec-9-enoyloxy)ethyl)piperidin-1-yl)ethyl)disulfaneyl)ethyl)piperidin-4-yl)ethyl) 9-(heptadecan-9-yl) nonanedioate